C(C)(=O)C1=NN(C2=CC=C(C=C12)C=1C=NC(=NC1)N)CC(=O)N1[C@@H](C[C@H](C1)F)C(=O)NC1=NC(=C(C=C1)F)Br (2S,4R)-1-(2-(3-acetyl-5-(2-aminopyrimidin-5-yl)-1H-indazol-1-yl)acetyl)-N-(6-bromo-5-fluoropyridin-2-yl)-4-fluoropyrrolidine-2-carboxamide